C1(CCCCC1)C1=CC=C(C=C1)C=1NC=2N(C(C1)=O)N=C(C2C(=O)N2CC(C2)CF)C=2C(=NC=CN2)C#N 3-(5-(4-cyclohexylphenyl)-3-(3-(fluoromethyl)azetidine-1-carbonyl)-7-oxo-4,7-dihydropyrazolo[1,5-a]pyrimidin-2-yl)pyrazine-2-carbonitrile